7-methoxy-2-((2-(4-methylpiperazin-1-yl)pyridin-3-yl)methyl)imidazo[1,2-c]quinazolin-5-amine COC1=CC=CC=2C=3N(C(=NC12)N)C=C(N3)CC=3C(=NC=CC3)N3CCN(CC3)C